O=C1NC(CCC1C=1C=C(C(=NC1)F)CN1CCC(CC1)N1N=C2C=C(C(=CC2=C1)NC(C1=CN=C(C=C1)C(F)(F)F)=O)OC)=O N-(2-(1-((5-(2,6-dioxopiperidin-3-yl)-2-fluoropyridin-3-yl)methyl)piperidin-4-yl)-6-methoxy-2H-indazol-5-yl)-6-(trifluoromethyl)nicotinamide